di-tert-butyl 2-methyl-3-oxomorpholine-2,4-dicarboxylate CC1(C(N(CCO1)C(=O)OC(C)(C)C)=O)C(=O)OC(C)(C)C